2-cyclopropyl-6-methoxy-N4-(5-methyl-1H-pyrazol-3-yl)-7-(3-(pyrrolidin-1-yl)propoxy)quinazolin-2,4-diamine C1(CC1)C1(NC2=CC(=C(C=C2C(=N1)NC1=NNC(=C1)C)OC)OCCCN1CCCC1)N